(2-mercaptoethyl)-guanidino sulfate S(=O)(=O)(ON(C(=N)N)CCS)[O-]